C(C)(C)NC(O[C@H]1CO[C@@H](C1)C1=CC(=NN1)NC1=CC2=C(S(CC2)(=O)=O)C=C1)=O (3R,5S)-5-(3-((1,1-dioxido-2,3-dihydrobenzo[b]thiophen-5-yl)amino)-1H-pyrazol-5-yl)tetrahydrofuran-3-yl isopropylcarbamate